ClC=1C(=C(C(N(N1)C)=O)C1=C(C=C(C2=CC=CC=C12)Cl)C)O 6-chloro-4-(4-chloro-2-methyl-1-naphthalenyl)-5-hydroxy-2-methyl-3(2H)-pyridazinone